ClC=1N=C(C2=C(N1)C=C(S2)CCl)C=2CCOCC2 2-chloro-6-(chloromethyl)-4-(3,6-dihydro-2H-pyran-4-yl)thieno[3,2-d]pyrimidine